C(=O)O.N[C@H](C(=O)NCCNC(C1=C(C=C(C=C1)NC=1C=2N(C=CN1)C(=CN2)C=2C(=NN(C2)CC#N)C(F)(F)F)CC)=O)C (S)-N-(2-(2-aminopropanamido)ethyl)-4-((3-(1-(cyanomethyl)-3-(trifluoromethyl)-1H-pyrazol-4-yl)imidazo[1,2-a]pyrazin-8-yl)amino)-2-ethylbenzamide formate